(E)-4-isopropoxy-4-oxobut-2-enoic acid C(C)(C)OC(/C=C/C(=O)O)=O